4-(3,4-dihydroisoquinolin-2(1H)-yl)-1H-1,2,3-triazole-5-carboxylic acid 2,2,2-trifluoroacetate FC(C(=O)O)(F)F.C1N(CCC2=CC=CC=C12)C=1N=NNC1C(=O)O